Rac-5-[4-amino-2-(4-fluoroanilino)thiazole-5-carbonyl]-N-(2-methoxy-1-methyl-ethyl)isoxazole-3-carboxamide NC=1N=C(SC1C(=O)C1=CC(=NO1)C(=O)N[C@@H](COC)C)NC1=CC=C(C=C1)F |r|